4-(difluoromethyl)-N-[4-fluoro-2-[rac-(3S)-3,4-dimethylpiperazin-1-yl]-5-[6-[rac-(2R)-2-methylmorpholin-4-yl]pyridin-3-yl]phenyl]-1-methyl-6-oxopyridine-3-carboxamide FC(C=1C(=CN(C(C1)=O)C)C(=O)NC1=C(C=C(C(=C1)C=1C=NC(=CC1)N1C[C@H](OCC1)C)F)N1C[C@@H](N(CC1)C)C)F |r|